((2-bromopyridin-4-yl)oxy)ethan-1-ol BrC1=NC=CC(=C1)OC(C)O